C(CCCC)C=1C=CC(=C2CCCCC21)O 4-pentylcyclohexcyclohexanol